1-butanesulfonyl chloride C(CCC)S(=O)(=O)Cl